COC(C(=O)N1CCC2=C(CC1)C(=NC(=N2)NC2=CC=C(C=C2)C#N)OC2=C(C=C(C=C2C)C=O)C)=O.C2CC21CCN(CC1)C1=C(C(=O)N)C=CC=C1 2-(6-Azaspiro[2.5]oct-6-yl)benzamide Methyl-2-{2-[(4-cyanophenyl)amino]-4-(4-formyl-2,6-dimethylphenoxy)-5H,6H,7H,8H,9H-pyrimido[4,5-d]azepine-7-yl}-2-oxoacetate